7-bromo-5-(2,2-dimethylpropylsulfonyl)indoline BrC=1C=C(C=C2CCNC12)S(=O)(=O)CC(C)(C)C